4-Cyclopropyl-N-(4-((4-(trifluoromethyl)benzyl)amino)phenyl)but-3-ynamid C1(CC1)C#CCC(=O)NC1=CC=C(C=C1)NCC1=CC=C(C=C1)C(F)(F)F